C(C1=CN=CC=C1)(=O)NNC(N)=S 2-nicotinoylhydrazine-1-carbothioamide